C(CCC)SSOCSC(C(=O)O)C 2-[[(butylthio)thiooxymethyl]Thio]Propionic acid